COC1=C(CNC2=C3N=CN(C3=NC=N2)[C@H]2[C@@H](O)[C@H](O)[C@H](O2)CO)OC(=C1)OC 6-(3,5-Dimethoxyfurfurylamino)-9-β-D-arabinofuranosylpurin